CN(C(=O)C1=CC=NN1C)C N,N,1-trimethyl-1H-pyrazole-5-carboxamide